2-(((R)-6-(4-(2-cyclopropylethyl)-2,5-dioxoimidazolidin-1-yl)spiro[3.3]heptan-2-yl)oxy)nicotinamide C1(CC1)CC[C@H]1NC(N(C1=O)C1CC2(CC(C2)OC2=C(C(=O)N)C=CC=N2)C1)=O